O=C1C2(CC2)CCN1C(=O)OC(C)(C)C tert-butyl 4-oxo-5-azaspiro[2.4]heptane-5-carboxylate